BrC=1C=NN(C1)C1C(NCC1)=O 3-(4-Bromo-1H-pyrazol-1-yl)pyrrolidin-2-one